5-bromo-2-(2,4-dimethoxybenzyl)-7-(hydroxymethyl)-3,4-dihydroisoquinolin-1(2H)-one BrC1=C2CCN(C(C2=CC(=C1)CO)=O)CC1=C(C=C(C=C1)OC)OC